N1=C(N=CC=C1)CN1C(CCC1)C(=O)NC(C(=O)O)CCCCCCCC1=NC=2NCCCC2C=C1 2-(1-(pyrimidin-2-ylmethyl)pyrrolidine-2-carboxamido)-9-(5,6,7,8-tetrahydro-1,8-naphthyridin-2-yl)nonanoic acid